C(C(=C)C)(=O)O.C(=C)CC(=O)OCC ethyl vinylacetate methacrylate